FC=1C=CC(=C(CN2C3=C(C(=C(CC2=O)C(=O)NC)O)C=CC=C3)C1)C 1-(5-fluoro-2-methylbenzyl)-5-hydroxy-N-methyl-2-oxo-2,3-dihydro-1H-benzo[b]azepine-4-carboxamide